N-isopropyl-6-(3-methoxy-phenyl)-N-pyridin-4-yl-[1,3,5]triazine-2,4-diamine C(C)(C)N(C1=NC(=NC(=N1)N)C1=CC(=CC=C1)OC)C1=CC=NC=C1